FC(C1=CC=C(C=C1)NC(CC#N)CC)(F)F 3-(4-trifluoromethylphenylamino)valeronitrile